pyrrolidon ethanolamine salt C(O)CN.N1C(CCC1)=O